1-(2-hydroxy-4-isopropylphenyl)ethan-1-one OC1=C(C=CC(=C1)C(C)C)C(C)=O